4-[3-(methylsulfanyl)-1,2,4-triazin-6-yl]-7-(1,2,3-triazol-2-yl)-1-{[2-(trimethylsilyl)-ethoxy]methyl}indazole CSC=1N=NC(=CN1)C1=C2C=NN(C2=C(C=C1)N1N=CC=N1)COCC[Si](C)(C)C